4-chloro-2-(1-((S)-2-hydroxypropyl)-1H-pyrazol-4-yl)-1-p-toluenesulfonyl-1H-pyrrole ClC=1C=C(N(C1)S(=O)(=O)C1=CC=C(C)C=C1)C=1C=NN(C1)C[C@H](C)O